(1-isopropyl-3-azabicyclo[3.1.0]hexane-6-yl)methanol C(C)(C)C12CNCC2C1CO